ClC1=CC(=C(C(=C1)Cl)N=C=O)C=CC1=CC=CC=C1 4,6-dichloro-2-styryl-isocyanatobenzene